(S)-1-ethyl-6-((4-((2-hydroxy-1-phenylethyl)amino)-5-(3-(pyridin-2-yl)-1,2,4-oxadiazol-5-yl)pyridin-2-yl)amino)-1,2-dihydro-3H-indazol-3-one C(C)N1NC(C2=CC=C(C=C12)NC1=NC=C(C(=C1)N[C@H](CO)C1=CC=CC=C1)C1=NC(=NO1)C1=NC=CC=C1)=O